COC1=C(C(=O)OCC(CC(COS(=O)(=O)Cl)(C)C)(C)C)C(=CC=C1)OC 5-((chlorosulfonyl) oxy)-2,2,4,4-tetramethylpentyl 2,6-dimethoxybenzoate